6-((5-((5-Methyl-1-(tetrahydro-2H-pyran-2-yl)-1H-indazol-4-yl)carbamoyl)thiazol-2-yl)amino)picolinic acid CC=1C(=C2C=NN(C2=CC1)C1OCCCC1)NC(=O)C1=CN=C(S1)NC1=CC=CC(=N1)C(=O)O